FC1=C(C=CC=C1)N1CCN(CCC1)C(=O)C1=C(OC=2N=CN=C(C21)NC2(CC2)C)C 5-[4-(2-fluorophenyl)-1,4-diazacycloheptane-1-carbonyl]-6-methyl-N-(1-methylcyclopropyl)furo[2,3-d]pyrimidin-4-amine